tert-butyl (R)-3-(4-(((1R,3S)-3-((6-chloro-2-(trifluoromethyl)quinolin-4-yl)amino)cyclohexyl)carbamoyl)-1H-pyrazol-1-yl)pyrrolidine-1-carboxylate ClC=1C=C2C(=CC(=NC2=CC1)C(F)(F)F)N[C@@H]1C[C@@H](CCC1)NC(=O)C=1C=NN(C1)[C@H]1CN(CC1)C(=O)OC(C)(C)C